2,3,4,7-tetrahydro-[1H]azepin N1CCCC=CC1